The molecule is an N-(long-chain-acyl)ethanolamine that is the ethanolamide of (4Z,7Z,10Z,13Z,16Z,19Z)-docosahexaenoic acid. It is a N-(long-chain-acyl)ethanolamine, a N-(polyunsaturated fatty acyl)ethanolamine, an endocannabinoid and a N-acylethanolamine 22:6. It derives from an all-cis-docosa-4,7,10,13,16,19-hexaenoic acid. CC/C=C\\C/C=C\\C/C=C\\C/C=C\\C/C=C\\C/C=C\\CCC(=O)NCCO